4-Cyanophenyl 4-Heptylbenzoate C(CCCCCC)C1=CC=C(C(=O)OC2=CC=C(C=C2)C#N)C=C1